C1(CC1)CCC1=C(C=C(C=C1)S(=O)(=O)C)C=1C=CC(N(C1)C)=O 5-[2-(2-cyclopropylethyl)-5-methylsulfonylphenyl]-1-methylpyridin-2-one